(R)-1-(3-(6-(1-(2,2-difluoroethyl)-1H-pyrazol-4-ylamino)-1H-pyrazolo[3,4-d]pyrimidin-4-ylamino)piperidin-1-yl)prop-2-en-1-one FC(CN1N=CC(=C1)NC1=NC(=C2C(=N1)NN=C2)N[C@H]2CN(CCC2)C(C=C)=O)F